C1(CC1)OC(=O)C1=NC=CC=N1.[K] potassium cyclopropylpyrimidinate